C(C)(C)(C)OC(=O)N1C2CN(CC1CC2)C2=NC(=C(C1=C(C(=NC=C21)Cl)F)C2(CC2)O)C.CC2N(CCCC2)C=C methyl-vinyl-piperidine tert-butyl-3-[6-chloro-5-fluoro-4-(1-hydroxycyclopropyl)-3-methyl-2,7-naphthyridin-1-yl]-3,8-diazabicyclo[3.2.1]octane-8-carboxylate